C(#N)C1(C(NC2=CC(=CC=C12)CN1CC(CCC1)C1=CN(C2=CN=CC=C21)C2=C(C(=O)N(C)C(C)C)C=C(C=C2)F)=O)C 2-(3-(1-((3-cyano-3-methyl-2-oxoindolin-6-yl)methyl)piperidin-3-yl)-1H-pyrrolo[2,3-c]pyridin-1-yl)-5-fluoro-N-isopropyl-N-methylbenzamide